(R)-3-(3-(6-(2-((1-(2-Fluoroethyl)-1H-pyrazol-4-yl)amino)pyrimidin-4-yl)pyridin-2-yl)isoxazol-5-yl)-3-hydroxy-1-methylpyrrolidin-2-one FCCN1N=CC(=C1)NC1=NC=CC(=N1)C1=CC=CC(=N1)C1=NOC(=C1)[C@]1(C(N(CC1)C)=O)O